C1(=CC=CC=C1)NC(NC1=C(C=CC=C1)NS(=O)(=O)C1=CC=CC=C1)=O N-[2-(3-phenylureido)phenyl]benzenesulfonamide